[(1S,2S)-2-(4,4,5,5-tetramethyl-1,3,2-dioxaborolan-2-yl)cyclopropyl]benzonitrile CC1(OB(OC1(C)C)[C@@H]1[C@H](C1)C1=C(C#N)C=CC=C1)C